FC1(CCC(CC1)NC(C(C=1C=NC=CC1)N(C(=O)[C@@H]1N(C[C@@H](C1)OC)C(=O)OC(C)(C)C)C1=C(C=C(C=C1)S(F)(F)(F)(F)F)F)=O)F Tert-butyl (2R,4R)-2-[[2-[(4,4-difluorocyclohexyl)amino]-2-oxo-1-(3-pyridyl)ethyl]-[2-fluoro-4-(pentafluoro-λ6-sulfanyl)phenyl]carbamoyl]-4-methoxy-pyrrolidine-1-carboxylate